4-[(1S)-1-[[(3R)-4-[[3-hydroxy-5-(2-methyl-4-sulfamoyl-phenyl)phenyl]methyl]morpholine-3-carbonyl]amino]ethyl]benzoic acid OC=1C=C(C=C(C1)C1=C(C=C(C=C1)S(N)(=O)=O)C)CN1[C@H](COCC1)C(=O)N[C@@H](C)C1=CC=C(C(=O)O)C=C1